C(C)(C)(C)OC(=O)N1C(CNCC1)C1=C(C(N(C2=NC(=C(C=C12)Cl)C1=C(C=CC=C1F)N)C=1C(=NC=CC1C)C(C)C)=O)C#N (7-(2-amino-6-fluorophenyl)-6-chloro-3-cyano-1-(2-isopropyl-4-methylpyridin-3-yl)-2-oxo-1,2-dihydro-1,8-naphthyridin-4-yl)piperazine-1-carboxylic acid tert-butyl ester